(2S)-4-oxopyrrolidine-1,2-dicarboxylic acid 1-tert-butyl ester 2-methyl ester COC(=O)[C@H]1N(CC(C1)=O)C(=O)OC(C)(C)C